5-chloro-N2-(2-methoxy-5-methyl-4-(4-methylpiperazin-1-yl)phenyl)-N4-(2-(pyrrolidin-1-yl)pyridin-3-yl)pyrimidine-2,4-diamine ClC=1C(=NC(=NC1)NC1=C(C=C(C(=C1)C)N1CCN(CC1)C)OC)NC=1C(=NC=CC1)N1CCCC1